C1(CC1)C1=CC=2C=C3N(CCN(C3)C(CCOCCC)=O)C2N=C1 1-(3-(3-cyclopropyl-8,9-dihydropyrido[3',2':4,5]pyrrolo[1,2-a]pyrazin-7(6H)-yl)-3-oxopropoxy)propan